ClC1=C(C=C2C(C(=CN(C2=C1)C1CC1)CN(CC1=CC(=NC=C1)C)[C@@H]1CN(C[C@H](C1)F)C1=NC=C(N=C1)C)=O)F 7-chloro-1-cyclopropyl-6-fluoro-3-({[(3S,5S)-5-fluoro-1-(5-methylpyrazin-2-yl)piperidin-3-yl][(2-methylpyridin-4-yl)methyl]amino}methyl)-1,4-dihydroquinolin-4-one